(R)-3-((5-(3-aminopiperidin-1-yl)-2-cyclopentylpyridin-4-yl)methyl)imidazo[1,2-a]pyrazin-8-amine N[C@H]1CN(CCC1)C=1C(=CC(=NC1)C1CCCC1)CC1=CN=C2N1C=CN=C2N